(S)-2-(4-(4-dimethylamino-1-piperidinyl)phenylamino)-8-phenylamino-9-(N-acryloyl-3-piperidinyl)-9H-purine CN(C1CCN(CC1)C1=CC=C(C=C1)NC1=NC=C2N=C(N(C2=N1)[C@@H]1CN(CCC1)C(C=C)=O)NC1=CC=CC=C1)C